(2-hydroxyethyl)-3,4-dihydro-1,8-naphthyridine-1(2H)-carboxylic acid tert-butyl ester C(C)(C)(C)OC(=O)N1C(CCC2=CC=CN=C12)CCO